N[C@@](C)(C1=CC=C(C=C1)F)C=1C=NC(=NC1)N1CCN(CC1)C1=NC=NN2C1=CC(=C2)C=2C=NN(C2)C(C(=O)OC)(C)C Methyl (S)-2-(4-(4-(4-(5-(1-amino-1-(4-fluorophenyl)ethyl)pyrimidin-2-yl)piperazin-1-yl)pyrrolo[2,1-f][1,2,4]triazin-6-yl)-1H-pyrazol-1-yl)-2-methylpropanoate